2-hydroxymethyl-4-methoxy-3,5-dimethylpyridine OCC1=NC=C(C(=C1C)OC)C